NC1=NC=NN2C1=C(C=C2C=2C(N(C=CC2)CC)=O)C2=CC(=C(C=C2)NC(OC(C)(C)C)=O)OC Tert-butyl (4-(4-amino-7-(1-ethyl-2-oxo-1,2-dihydropyridin-3-yl)pyrrolo[2,1-f][1,2,4]triazin-5-yl)-2-methoxyphenyl)carbamate